CC(CCCCCCCCCC)C(=S)SC(C(=O)O)(C)C (2-dodecylthiocarbonylthio)-2-methylpropanoic acid